2-2-undecyl-7,7,9,9-tetramethyl-1-oxa-3,8-diaza-4-oxo-spiro[4.5]decane CC(CCCCCCCCC)C1OC2(C(N1)=O)CC(NC(C2)(C)C)(C)C